Zirconium(IV) bromide [Zr](Br)(Br)(Br)Br